OC1=CC=C(C2=CC(=CC=C12)O)[S+](C)C (4,7-dihydroxy-1-naphthyl)dimethyl-sulfonium